CC=1C=C(C=CC1C)C=1NC(C=2N(C1)N=C(C2C(F)(F)F)C(=O)O)=O 6-(3,4-Dimethylphenyl)-4-oxo-3-(trifluoromethyl)-4,5-dihydropyrazolo[1,5-a]pyrazine-2-carboxylic acid